4'-([1,1'-biphenyl]-4-yl-(9,9-dimethyl-9H-fluoren-2-yl)amino)-[1,1'-biphenyl]-4-carbaldehyde C1(=CC=C(C=C1)N(C1=CC=C(C=C1)C1=CC=C(C=C1)C=O)C1=CC=2C(C3=CC=CC=C3C2C=C1)(C)C)C1=CC=CC=C1